5-(5-(Trifluoromethyl)-3,4,5,6-tetrahydropyridin-2-yl)benzo[d]thiazole FC(C1CCC(=NC1)C=1C=CC2=C(N=CS2)C1)(F)F